3-(4,4-dimethyl-1-oxo-1,2,3,4-tetrahydroisoquinolin-6-yl)-N-(1-methylpiperidin-4-yl)-1H-pyrrolo[2,3-b]pyridine-5-carboxamide CC1(CNC(C2=CC=C(C=C12)C1=CNC2=NC=C(C=C21)C(=O)NC2CCN(CC2)C)=O)C